6-ethoxy-2-(tetrahydro-2H-pyran-2-yl)-2H-indazole-5-carboxylic acid C(C)OC=1C(=CC2=CN(N=C2C1)C1OCCCC1)C(=O)O